BrC=1C=C(C=C(C1)F)C1(CC(C1)CO)C1=NN=CN1C (3-(3-bromo-5-fluorophenyl)-3-(4-methyl-4H-1,2,4-triazol-3-yl)cyclobutyl)methanol